NCCOC=1C(=NC=CC1)OC[C@@H]1N(CCC1)C1=C(C=C2C(C(=CN(C2=C1)C=1C=NC(=CC1)Br)C(=O)OCC)=O)Cl ethyl (R)-7-(2-(((3-(2-aminoethoxy)pyridin-2-yl)oxy)methyl)pyrrolidin-1-yl)-1-(6-bromopyridin-3-yl)-6-chloro-4-oxo-1,4-dihydroquinoline-3-carboxylate